ammonia persulphate S(=O)(=O)(O)OOS(=O)(=O)O.N